1-(4-cyanophenyl)-3-((5-(2,6-dioxopiperidin-3-yl)-6-oxo-5,6-dihydro-4H-thieno[2,3-c]pyrrol-2-yl)methyl)urea C(#N)C1=CC=C(C=C1)NC(=O)NCC1=CC2=C(C(N(C2)C2C(NC(CC2)=O)=O)=O)S1